1-methyl-4-((2-methyl-5-nitrophenyl)sulfonyl)-1,4-diazepane CN1CCN(CCC1)S(=O)(=O)C1=C(C=CC(=C1)[N+](=O)[O-])C